FC(C1=C(C=CC(=C1)C(F)(F)F)C1CN(C2=C(CC1)C=C(C(=C2)F)F)CC#C)(F)F 3-[2,4-bis(trifluoromethyl)phenyl]-7,8-difluoro-1-(prop-2-ynyl)-2,3,4,5-tetrahydro-1H-1-benzazepine